C(C)OC(CCC(=O)C1=NC(=CC(=C1O)C#N)CC1=CC(=CC=C1)C)=O 4-[4-Cyano-3-hydroxy-6-(3-methyl-benzyl)-pyridin-2-yl]-4-oxo-butyric acid ethyl ester